tert-butyl 4-((2-(2,6-dioxopiperidin-3-yl)-1-oxoisoindolin-4-yl)oxy)piperidine-1-carboxylate O=C1NC(CCC1N1C(C2=CC=CC(=C2C1)OC1CCN(CC1)C(=O)OC(C)(C)C)=O)=O